(R)-2-((4-Hydroxyphenyl)(5-methyl-1H-pyrrol-2-yl)(phenyl)methyl)phenol OC1=CC=C(C=C1)[C@@](C1=C(C=CC=C1)O)(C1=CC=CC=C1)C=1NC(=CC1)C